(3R,10R)-7-(4-acryloylpiperazin-1-yl)-9-chloro-10-(2-fluoro-6-hydroxyphenyl)-3-(hydroxymethyl)-2H-[1,4]oxazino[2,3,4-ij]quinazolin-5(3H)-one C(C=C)(=O)N1CCN(CC1)C1=NC(N2C3=C(C(=C(C=C13)Cl)C1=C(C=CC=C1O)F)OC[C@H]2CO)=O